C(C)(C)(C)OC(=O)N1C2CN(CC1CC2)C2=NC(=NC1=C(C(=C(C=C21)Cl)Br)F)Cl 3-(7-bromo-2,6-dichloro-8-fluoro-quinazolin-4-yl)-3,8-diazabicyclo[3.2.1]Octane-8-carboxylic acid tert-butyl ester